C[C@]12COC[C@](CC(C1)N(C1=CC=C(N=N1)C1=C(C=C(C=C1)C=1C=NNC1)O)C)(N2)C 2-(6-(((1R,5S,7s)-1,5-dimethyl-3-oxa-9-azabicyclo[3.3.1]nonan-7-yl)(methyl)amino)pyridazin-3-yl)-5-(1H-pyrazol-4-yl)phenol